methyl 3-oxo-isoindoline-5-carboxylate O=C1NCC2=CC=C(C=C12)C(=O)OC